NC=1C(=NC(=CN1)Br)C(=O)NC=1C(=C(C=CC1)CN(C(OC(C)(C)C)=O)C)O tert-butyl N-[[3-[(3-amino-6-bromo-pyrazine-2-carbonyl)amino]-2-hydroxy-phenyl]methyl]-N-methyl-carbamate